N-([1,1'-biphenyl]-4-yl)-2-(4-hydroxyphenyl)acetamide C1(=CC=C(C=C1)NC(CC1=CC=C(C=C1)O)=O)C1=CC=CC=C1